ClC1=NC2=CC=CC=C2N=C1OC1=C(C(=C(C=C1)F)F)C 2-chloro-3-(3,4-difluoro-2-methyl-phenoxy)quinoxaline